((6-(difluoromethoxy)-2-(3'-(5-((((1R,2S)-2-hydroxycyclopentyl)amino)methyl)benzo[d]oxazol-2-yl)-2,2'-dimethyl-[1,1'-biphenyl]-3-yl)benzo[d]oxazol-5-yl)methyl)-D-proline FC(OC1=CC2=C(N=C(O2)C=2C(=C(C=CC2)C2=C(C(=CC=C2)C=2OC3=C(N2)C=C(C=C3)CN[C@H]3[C@H](CCC3)O)C)C)C=C1CN1[C@H](CCC1)C(=O)O)F